COCC1(CCN(CC1)CCN1CCCCC1)N(C(CC)=O)C1=CC=CC=C1 N-(4-(methoxymethyl)-1-(2-(piperidin-1-yl)ethyl)piperidin-4-yl)-N-phenylpropionamide